heptane-3-carboxylate CCC(CCCC)C(=O)[O-]